2-(4'-(octadecyloxy)phenyl)-4,4,5,5-tetramethylimidazolin C(CCCCCCCCCCCCCCCCC)OC1=CC=C(C=C1)C=1NC(C(N1)(C)C)(C)C